[Li+].CCCCC[CH2-] n-Hexyllithium